C(C)(C)C1=C(C=CC=C1)OOC(C)(CCC(C)(C)OOC1=C(C=CC=C1)C(C)C)C 2,5-bis(isopropylphenylperoxy)-2,5-dimethylhexane